O=P(C1=C(C=CC=C1)OC1=C(C=CC=C1)P(C1=CC=CC=C1)(C1=CC=CC=C1)=O)(C1=CC=CC=C1)C1=CC=CC=C1 di[2-((oxo) diphenyl-phosphino)phenyl] ether